C(C)OC(=O)C=1C(N(C2=NC=C(C=C2C1N[C@H](C(CO)(F)F)C1CC1)[N+](=O)[O-])C)=O ethyl-(S)-4-((1-cyclopropyl-2,2-difluoro-3-hydroxypropyl)amino)-1-methyl-6-nitro-2-oxo-1,2-dihydro-1,8-naphthyridine-3-carboxylate